C(CCC)N1C(=CC2=CC(=CC=C12)NC(C1=C(C=CC(=C1)CNC(C(C)C)=O)Cl)=O)C(=O)O 1-Butyl-5-(2-chloro-5-(isobutyrylaminomethyl)benzoylamino)-1H-indole-2-carboxylic acid